7-methylideneindene C=C1C=CC=C2C=CC=C12